BrC=1C=NC(=NC1)NC1CCC(CC1)NC(OC(C)(C)C)=O tert-butyl (4-((5-bromopyrimidin-2-yl)amino)cyclohexyl)carbamate